3a-(3,4-dimethoxyphenyl)-1-methyloctahydro-6H-indol-6-one COC=1C=C(C=CC1OC)C12CCN(C2CC(CC1)=O)C